IC1=CC=NC2=C1OCC1N2CC(C1)O[C@@H]1COCC1 4-iodo-8-(((S)-tetrahydrofuran-3-yl)oxy)-6a,7,8,9-tetrahydro-6H-pyrido[3,2-b]pyrrolo[1,2-d][1,4]oxazine